C1(=CC=CC=C1)C=1C=CC=2N(C3=CC=CC=C3C2C1)C1=CC=CC=C1 3,9-diphenylcarbazole